(4-nitrophenyl) 5-[3-[2-(4-ethoxy-4-oxo-butanoyl)-6-methoxy-isoindolin-5-yl] oxypropoxy]-6-methoxy-isoindoline-2-carboxylate C(C)OC(CCC(=O)N1CC2=CC(=C(C=C2C1)OCCCOC=1C=C2CN(CC2=CC1OC)C(=O)OC1=CC=C(C=C1)[N+](=O)[O-])OC)=O